ClC=1C=C(C=CC1F)C#CCN1C(C=C(C=C1)C=1OC(=NN1)C(F)F)=O 1-(3-(3-chloro-4-fluorophenyl)prop-2-yn-1-yl)-4-(5-(difluoromethyl)-1,3,4-oxadiazol-2-yl)pyridin-2(1H)-one